6-isobutyl-4,7-dimethyl-1,3-dihydro-2H-indene-2,2-dicarboxylic acid dimethyl ester COC(=O)C1(CC2=C(C(=CC(=C2C1)C)CC(C)C)C)C(=O)OC